4-(2-((R)-3-((R or S)-3,3-difluorooxetan-2-yl)-1-((5-fluorothiazol-2-yl)methyl)pyrrolidin-3-yl)ethyl)benzonitrile FC1([C@H](OC1)[C@]1(CN(CC1)CC=1SC(=CN1)F)CCC1=CC=C(C#N)C=C1)F |o1:2|